C(=O)(OC(C)(C)C)N(CCCOCCOCCOCCCN)C(=O)OC(C)(C)C Boc(Boc-1-amino-4,7,10-trioxa-13-tridecylamine)